Aluminum bis(ethyl acetate) mono(acetylacetate) C(C)(=O)CC(=O)[O-].C(C)CC(=O)[O-].C(C)CC(=O)[O-].[Al+3]